5-methoxy-2-methyl-indol COC=1C=C2C=C(NC2=CC1)C